NCCN1CCN(CC1)C1=NC=C(C=N1)OCC(=O)OC(C)(C)C tert-butyl 2-((2-(4-(2-aminoethyl)piperazin-1-yl)pyrimidin-5-yl)oxy)acetate